COC=1C=CC2=C(N(C=N2)C)C1CNC(=O)C=1SC=C(C1)C N-((6-methoxy-1-methyl-1H-benzimidazol-7-yl)-methyl)-4-methylthiophene-2-carboxamide